[Ca+2].CC1(OCC(O1)C1OC(C(=C1[O-])O)=O)C.CC1(OCC(O1)C1OC(C(=C1[O-])O)=O)C 2-(2,2-dimethyl-1,3-dioxolane-4-yl)-4-hydroxy-5-oxo-2,5-dihydrofuran-3-olate calcium